NC=1C(=CC(=C(C1)C1=C(C=CC=C1)OC(C)C)Cl)NC(C(CC(=O)OCC)C1=CC=C(C=C1)S(=O)(=O)CC1CC1)=O ethyl 4-((5-amino-2-chloro-2'-isopropoxy-[1,1'-biphenyl]-4-yl)amino)-3-(4-((cyclopropylmethyl)sulfonyl)phenyl)-4-oxobutanoate